ClS(=O)(=O)COC(=O)N1CC2C(C1)CCC2 ((chlorosulfonyl)methyl)hexahydrocyclopenta[c]pyrrole-2(1H)-carboxylate